5-(hydroxyamino)-1,3-dimethylpyrimidine-2,4,6(1H,3H,5H)-trione ONC1C(N(C(N(C1=O)C)=O)C)=O